ClC1=NC=C(C(=C1)C1=C(C=NC(=C1)C)C(=O)NC=1SC(=NN1)C(NCCO)=O)OC 2'-chloro-N-{5-[(2-hydroxyethyl)carbamoyl]-1,3,4-thiadiazol-2-yl}-5'-methoxy-6-methyl-[4,4'-bipyridine]-3-carboxamide